CC1OC1C(F)(F)F Methyl-3-(trifluoromethyl)oxirane